((2R,3S,4R,5R)-5-(4-aminopyrrolo[2,1-f][1,2,4]triazin-7-yl)-5-cyano-3,4-dihydroxytetrahydrofuran-2-yl)methyl ((1-phenylcyclopropyl)methyl) carbonate C(OC[C@H]1O[C@@]([C@@H]([C@@H]1O)O)(C#N)C1=CC=C2C(=NC=NN21)N)(OCC2(CC2)C2=CC=CC=C2)=O